[3-(2-ethoxy-3,4-difluoro-phenyl)-4,5-dimethyl-5-(trifluoromethyl)tetrahydrofuran-2-carbonyl]amino-1-oxido-pyridin-1-ium-2-carboxamide C(C)OC1=C(C=CC(=C1F)F)C1C(OC(C1C)(C(F)(F)F)C)C(=O)NC=1C(=[N+](C=CC1)[O-])C(=O)N